N[C@H]1CS(C2=C(N(C1=O)CC1=CC=C(C=C1)OC(F)(F)F)C=C(C=C2)C=2OC(=NN2)C(C)(NC)C)(=O)=O (3R)-3-amino-7-[5-[1-methyl-1-(methylamino)ethyl]-1,3,4-oxadiazol-2-yl]-1,1-dioxo-5-[[4-(trifluoromethoxy)phenyl]methyl]-2,3-dihydro-1λ6,5-benzothiazepin-4-one